1-(3-((4-(4-chloro-3-methylbenzyl)piperazin-1-yl)methyl)-4-(trifluoromethyl)phenyl)-4-methyl-1,4-diazepan ClC1=C(C=C(CN2CCN(CC2)CC=2C=C(C=CC2C(F)(F)F)N2CCN(CCC2)C)C=C1)C